C(CCC)C1CCC(CC1)N 4-butylcyclohex-an-1-amine